2-(dimethylamino)-N-((3-(4-(((3S,4R)-3-fluoro-1-methylpiperidin-4-yl)amino)-1-(2,2,2-trifluoroethyl)-1H-indol-2-yl)-1,2,4-oxadiazol-5-yl)methyl)thiazole-4-carboxamide CN(C=1SC=C(N1)C(=O)NCC1=NC(=NO1)C=1N(C2=CC=CC(=C2C1)N[C@H]1[C@H](CN(CC1)C)F)CC(F)(F)F)C